Diphenyl-(4-(2-((tetrahydro-2H-pyran-2-yl)oxy)ethoxy)phenyl)sulfonium triflate [O-]S(=O)(=O)C(F)(F)F.C1(=CC=CC=C1)[S+](C1=CC=C(C=C1)OCCOC1OCCCC1)C1=CC=CC=C1